C(C)(C)(C)OC(=O)N1C(CCC=C1)=O N-t-butoxycarbonyl-3,4-dihydropyridone